2'-amino-5-chloro-N-(5-chloro-6-(2H-1,2,3-triazol-2-yl)pyridin-3-yl)-2-fluoro-[1,1'-biphenyl]-4-carboxamide NC1=C(C=CC=C1)C1=C(C=C(C(=C1)Cl)C(=O)NC=1C=NC(=C(C1)Cl)N1N=CC=N1)F